C(C=C)(=O)N1C[C@H](C[C@@H]1CO)N1N=C(C(=C1NC)C(=O)N)C#CC1=CC2=C(N(C=N2)C2CC2)C=C1F 1-((3S,5R)-1-Acryloyl-5-(hydroxymethyl)pyrrolidin-3-yl)-3-((1-cyclopropyl-6-fluoro-1H-benzo[d]imidazol-5-yl)ethynyl)-5-(methylamino)-1H-pyrazole-4-carboxamide